C(C=C)(=O)N1CC(C1)C1=C2C=C(N=CC2=C(C=C1)N1[C@@H]([C@H](C1)N(S(=O)(=O)C)C(C)C)C)NC1=NC(=NC=C1)N1CCC(CC1)OC N-((2R,3S)-1-(5-(1-acryloylazetidin-3-yl)-3-((2-(4-methoxypiperidin-1-yl)pyrimidin-4-yl)amino)isoquinolin-8-yl)-2-methylazetidin-3-yl)-N-isopropyl-methanesulfonamide